N1(CCCC1)CCC1=C(C=CC(=C1)F)S(=O)(=O)NC1=C(C2=C([C@@H]3[C@H](CO2)C3)C=C1)C(=O)O |r| (1aRS,7bSR)-5-{2-[2-(pyrrolidin-1-yl)-ethyl]-4-fluorophenylsulfonylamino}-1,1a,2,7b-tetrahydrocyclopropa[c]benzopyran-4-carboxylic acid